(E)-2,6-difluoro-N-(2-methoxy-5-(4-(1-(4-oxopent-2-enoyl)-1,2,3,6-tetrahydropyridin-4-yl)pyrido[3,2-d]pyrimidin-6-yl)pyridin-3-yl)benzenesulfonamide FC1=C(C(=CC=C1)F)S(=O)(=O)NC=1C(=NC=C(C1)C=1C=CC=2N=CN=C(C2N1)C=1CCN(CC1)C(\C=C\C(C)=O)=O)OC